ClC1=CC(=C2C=C(NC2=C1)C(=O)OC)F methyl 6-chloro-4-fluoro-1H-indole-2-carboxylate